FC1=C(C(=C(C=C1C1=NN(C2=C1C=NC(=C2)N2C1(CC1)COCC2)CCOC)C(F)(F)F)F)O 2,6-Difluoro-3-(1-(2-methoxyethyl)-6-(7-oxa-4-azaspiro[2.5]octan-4-yl)-1H-pyrazolo[4,3-c]pyridin-3-yl)-5-(trifluoromethyl)phenol